ClC=1C(=NC=CC1)C1=CC=2C(N=C1)=NN(C2)C=2C=C(C=CC2F)NC(=O)N2C[C@@H](CC2)F (3R)-N-{3-[5-(3-chloropyridin-2-yl)-2H-pyrazolo[3,4-b]pyridin-2-yl]-4-fluorophenyl}-3-fluoropyrrolidine-1-carboxamide